tert-butyl 1-((1-(2-fluoro-4-nitrophenyl)piperidin-4-yl)methyl)piperidine-4-carboxylate FC1=C(C=CC(=C1)[N+](=O)[O-])N1CCC(CC1)CN1CCC(CC1)C(=O)OC(C)(C)C